C(#N)/C(=C/C=1C=CC=C2C=CN(C12)C(=O)OC(C)(C)C)/C(=O)OC (Z)-tert-butyl 7-(2-cyano-3-methoxy-3-oxoprop-1-enyl)-1H-indole-1-carboxylate